C(=O)O.NC1=CN=NC2=CC(=CC=C12)C=1C=C(C=CC1NC(CCC(C)C)=O)B(O)O [3-(4-aminocinnolin-7-yl)-4-(4-methylpentanoylamino)phenyl]boronic acid formic acid salt